C(C)OC(=O)C1=NON=C1C(F)(F)F 4-(trifluoromethyl)-1,2,5-oxadiazole-3-carboxylic acid ethyl ester